1-(naphthalen-2-yl)-5-phenylpentan-1-one C1=C(C=CC2=CC=CC=C12)C(CCCCC1=CC=CC=C1)=O